OC1=CC=C(C=C1)S(=O)(=O)C1CN(C1)C(=O)OC(C)(C)C tert-butyl 3-((4-hydroxyphenyl)sulfonyl)azetidine-1-carboxylate